(2-bromo-6-formyl-3-methoxyphenyl)carbamic acid tert-butyl ester C(C)(C)(C)OC(NC1=C(C(=CC=C1C=O)OC)Br)=O